C(C(C)(C)C)(=O)OCC=1C(=NC=CC1)N(C)C(=O)OC[C@@]1(N2[C@@H](C[C@@H](C1=O)CC2)C)COC (2-(((((1R,2S,4S,6R)-2-(methoxymethyl)-6-methyl-3-oxoquinuclidin-2-yl)methoxy)carbonyl)(methyl)amino)pyridin-3-yl)methyl pivalate